(S)-1-benzyl-3-(isopropoxymethyl)piperazine-2,5-dione C(C1=CC=CC=C1)N1C([C@@H](NC(C1)=O)COC(C)C)=O